1-(1-(5-imino-2,5-dihydropyrimidin-2-yl)prop-1-en-2-yl)-3a,5b,8,8,11a-pentamethylicosahydro-1H-cyclopenta[a]chrysen-9-ol N=C1C=NC(N=C1)C=C(C)C1CCC2(C1C1CCC3C4(CCC(C(C4CCC3(C1CC2)C)(C)C)O)C)C